FC=1C=C(C=CC1F)C1C(C1)NC=1C2=C(N=C(N1)SCCC)N(N=N2)C2C(C(C(C2)OCCO)O)O 3-(7-{[2-(3,4-difluorophenyl)-cyclopropyl]amino}-5-(propylthio)-3H-1,2,3-triazolo[4,5-d]pyrimidin-3-yl)-5-(2-hydroxyethoxy)cyclopentane-1,2-diol